N-(1-(3-(imidazo[1,2-a]pyridin-2-yl)benzoyl)piperidin-4-yl)-2-(anilino)pyrimidine-4-Formamide N=1C(=CN2C1C=CC=C2)C=2C=C(C(=O)N1CCC(CC1)NC(=O)C1=NC(=NC=C1)NC1=CC=CC=C1)C=CC2